C1(CCC1)NC(=O)C1=NN2C(N=C(C=C2C2=CC=CC=C2)C2=CC=CC=C2)=C1 N-Cyclobutyl-5,7-diphenylpyrazolo[1,5-a]pyrimidine-2-carboxamide